C1(CC1)NC(C(=O)O)CC 2-(CYCLOPROPYLAMINO)BUTANOIC ACID